ClC1=C(C(=CC=C1)F)N1C(C2=CC(=C(C=C2C(=N1)C(=C)C)F)N1N=C(N(C1=O)CC)CO)=O 2-(2-Chloro-6-fluorophenyl)-7-(4-ethyl-3-(hydroxymethyl)-5-oxo-4,5-dihydro-1H-1,2,4-triazol-1-yl)-6-fluoro-4-(prop-1-en-2-yl)phthalazin-1(2H)-one